The molecule is a precorrin carboxylic acid anion obtained by global deprotonation of the carboxy groups of cob(II)yrinic acid c monoamide. It is a conjugate base of a cob(II)yrinic acid c monoamide. C/C/1=C/2\\[C@@]([C@@H](C(=N2)/C=C\\3/C([C@@H](C(=N3)/C(=C\\4/[C@]([C@H]([C@@H]([N-]4)[C@]5([C@@]([C@@H](C1=N5)CCC(=O)[O-])(C)CC(=O)[O-])C)CC(=O)[O-])(C)CCC(=O)[O-])/C)CCC(=O)[O-])(C)C)CCC(=O)[O-])(C)CC(=O)N.[Co]